tert-Butyl N-[6-[3-methoxy-4-(4,4,5,5-tetramethyl-1,3,2-dioxaborolan-2-yl)pyrazol-1-yl]-3-pyridyl]carbamate COC1=NN(C=C1B1OC(C(O1)(C)C)(C)C)C1=CC=C(C=N1)NC(OC(C)(C)C)=O